C=C1C[C@H](N(CC1)C(=O)OCC1=CC=CC=C1)C(=O)OC 1-benzyl 2-methyl (S)-4-methylenepiperidine-1,2-dicarboxylate